(R)-2-((tert-butyldiphenylsilyl)oxy)propionic acid [Si](C1=CC=CC=C1)(C1=CC=CC=C1)(C(C)(C)C)O[C@@H](C(=O)O)C